4-fluoro-N-[(1S,4S)-4-{[2,6-bis(trifluoromethyl)quinazolin-4-yl]amino}cyclohexyl]benzamide tert-butyl-(4-bromo-3-(difluoromethyl)benzyl)carbamate C(C)(C)(C)N(C(O)=O)CC1=CC(=C(C=C1)Br)C(F)F.FC1=CC=C(C(=O)NC2CCC(CC2)NC2=NC(=NC3=CC=C(C=C23)C(F)(F)F)C(F)(F)F)C=C1